Cl.N[C@H](C(=O)NCC1=CC=C(C=C1)S(=O)(=O)C)C (2S)-2-amino-N-[(4-methanesulfonylphenyl)methyl]propanamide hydrochloride